C[C@@H]1[C@H](CCCC1)C1=NC=CC2=CC=CC=C12 |o1:1,2| ((1S*,2S*)-2-methylcyclohexyl)isoquinolin